ClC1=CC(=C(C=C1Cl)NC(=O)N1C2CCC1CC=1C(=NC=CC12)C(F)(F)F)F N-(4,5-dichloro-2-fluorophenyl)-1-(trifluoromethyl)-6,7,8,9-tetrahydro-5H-5,8-epiminocyclohepta[c]pyridine-10-carboxamide